ClC1=CC=C(CC=2NC(=C(N2)C2=CC=C(C=C2)Cl)C)C=C1 2-(4-Chlorobenzyl)-4-(4-chlorophenyl)-5-methylimidazole